FC=1C(=CC=C2C(=C(C(=NC12)OCC12CCCN2CCC1)CC#N)N1[C@@H]2CCN([C@@H]2C1)C(C(=C)F)=O)C1=CC=CC=2CCCCC12 8-fluoro-4-((1R,5R)-2-(2-fluoroacryloyl)-2,6-diazabicyclo[3.2.0]hept-6-yl)-2-((tetrahydro-1H-pyrrolizin-7a(5H)-yl)methoxy)-7-(5,6,7,8-tetrahydronaphthalen-1-yl)quinoline-3-acetonitrile